FC=1C=C2C(=CC=NC2=CC1)C1CCC(CC1)[C@@H](C)C1=NC2=C(N1)C=CC(=C2)C#N 2-((R)-1-((1s,4S)-4-(6-fluoroquinolin-4-yl)cyclohexyl)ethyl)-1H-benzo[d]imidazole-5-carbonitrile